(S)-tert-butyl 7-(7-bromo-6-(difluoromethoxy)-2-((1-methylpyrrolidin-2-yl) methoxy) quinazolin-4-yl)-2,7-diazaspiro[3.5]Nonane-2-carboxylate BrC1=C(C=C2C(=NC(=NC2=C1)OC[C@H]1N(CCC1)C)N1CCC2(CN(C2)C(=O)OC(C)(C)C)CC1)OC(F)F